2-cyclopropyl-1-[3-(2,2,2-trifluoroethyl)triazol-4-yl]ethanone C1(CC1)CC(=O)C=1N(N=NC1)CC(F)(F)F